2-fluoro-N-(2-oxo-1,2-dihydropyridin-4-yl)-4-(trifluoromethyl)benzamide hydrobromide salt Br.FC1=C(C(=O)NC2=CC(NC=C2)=O)C=CC(=C1)C(F)(F)F